C(C=C)(=O)OCCSC=1SC(=NN1)SCCC 2-acryloxyethylthio-5-n-propylthio-1,3,4-thiadiazole